C1=CC=C2C(=C1)C=CC=C2CC(=O)[O-].[Na+] sodium α-naphthylacetate